CN(C)CC1CCC2(CC1)OC1=C(O2)C(=C(C=C1C=1N=CSC1)C(=O)NCC=1C(NC(=CC1SC)C)=O)C 4'-[(dimethylamino)methyl]-7-methyl-N-{[6-methyl-4-(methylsulfanyl)-2-oxo-1H-pyridin-3-yl]methyl}-4-(1,3-thiazol-4-yl)spiro[1,3-benzodioxole-2,1'-cyclohexane]-6-carboxamide